tert-Butyl (3-(4-chloro-1H-pyrrolo[2,3-b]pyridin-2-yl)propyl)carbamate ClC1=C2C(=NC=C1)NC(=C2)CCCNC(OC(C)(C)C)=O